C(C)(C)(C)OC(=O)N1CCC(=CC1)C=1C=CC=2N(C1)N=C(C2)N 4-(2-Aminopyrazolo[1,5-a]pyridin-6-yl)-3,6-dihydropyridine-1(2H)-carboxylic acid tert-butyl ester